2,3-dimethyl-2-heptanol CC(C)(C(CCCC)C)O